3-hydroxy-4-(4-methoxy-2-methyl-benzoyl)-1-[2-(4-morpholinyl)ethyl]-5-(3-pyridinyl)-1,5-dihydro-2H-pyrrol-2-one OC=1C(N(C(C1C(C1=C(C=C(C=C1)OC)C)=O)C=1C=NC=CC1)CCN1CCOCC1)=O